C(C)(C)(C)C=1C=C(C=C(C1O)C(C)(C)C)C1=C(C(=O)Cl)C=CC=C1 3,5-bis(t-butyl)-4-hydroxyphenylbenzoyl chloride